2-[8-[[(E)-4-bromobut-2-enoyl]amino]-2-naphthyl]-N-(1-methyl-4-piperidyl)pyrimidine-4-carboxamide BrC/C=C/C(=O)NC=1C=CC=C2C=CC(=CC12)C1=NC=CC(=N1)C(=O)NC1CCN(CC1)C